FC(S(=O)(=O)OC=1C=C2CCO[C@]3(C[C@@H](N[C@@H](C3)C=3N=NN(C3)C)C)C2=CC1)(F)F (1S,2'S,6'S)-2'-methyl-6'-(1-methyl-1H-1,2,3-triazol-4-yl)spiro[isochromane-1,4'-piperidin]-6-yl trifluoromethanesulfonate